4-methoxy-2-nitro-N-(4-(N-(3-chloro-2-methylphenyl)sulfamoyl)phenyl)benzenesulfonamide COC1=CC(=C(C=C1)S(=O)(=O)NC1=CC=C(C=C1)S(NC1=C(C(=CC=C1)Cl)C)(=O)=O)[N+](=O)[O-]